2-chloro-6-[3-(2-dispiro[2.0.24.13]heptan-7-ylethoxy)pyrazol-1-yl]pyridine-3-carboxylic acid ClC1=NC(=CC=C1C(=O)O)N1N=C(C=C1)OCCC1C2(C13CC3)CC2